O1S(CCC1)(=O)=O oxathiolane-2,2-dioxide